Ethyl 3-((4-amino-6-(trifluoromethyl)pyridin-3-yl)(methyl)carbamoyl)-1-methyl-1H-pyrazole-5-carboxylate NC1=C(C=NC(=C1)C(F)(F)F)N(C(=O)C1=NN(C(=C1)C(=O)OCC)C)C